COC=1C=C(C=CC1OC)N1C(C2(CC2)C(N1C1=CC(=C(C=C1)OC)OC)=O)=O 5,6-bis(3,4-dimethoxyphenyl)-5,6-diazaspiro[2.4]heptane-4,7-dione